ClC=1N=C(C2=C(N1)N(C=C2Cl)COCC[Si](C)(C)C)N 2,5-dichloro-7-((2-(trimethylsilyl)ethoxy)methyl)-7H-pyrrolo[2,3-d]Pyrimidine-4-amine